N-acetyl-S-((dimethylaminomethylthio)thio)-L-cysteine C(C)(=O)N[C@@H](CSSSCN(C)C)C(=O)O